2-(4-(aminomethyl)phenyl)-4-(morpholinomethyl)quinoline-7-carbonitrile NCC1=CC=C(C=C1)C1=NC2=CC(=CC=C2C(=C1)CN1CCOCC1)C#N